C(CCCCCCCCCCCCCCCCC)(=O)OC(CSC[C@H](N)C(=O)O)COC(CCCCCCCCCCCCCCCCC)=O S-[2,3-bis(stearoyloxy)propyl]cysteine